7-((3R)-3-(1-isopropyl-3-(6-(trifluoromethyl)pyridin-2-yl)-1H-pyrazol-5-yl)cyclopentyl)-2-thia-7-azaspiro[3.5]nonane 2,2-dioxide C(C)(C)N1N=C(C=C1[C@H]1CC(CC1)N1CCC2(CS(C2)(=O)=O)CC1)C1=NC(=CC=C1)C(F)(F)F